4-benzyl-1-methyl-3,5-dinitropyrazole C(C1=CC=CC=C1)C=1C(=NN(C1[N+](=O)[O-])C)[N+](=O)[O-]